1-[6-[4-(5-chloro-6-methyl-1H-indazol-4-yl)-5-methyl-3-(1-methylindazol-5-yl)pyrazol-1-yl]-2-azaspiro[3.3]heptan-2-yl]prop-2-en-1-one ClC=1C(=C2C=NNC2=CC1C)C=1C(=NN(C1C)C1CC2(CN(C2)C(C=C)=O)C1)C=1C=C2C=NN(C2=CC1)C